3-((3-iodophenyl)amino)propionic acid IC=1C=C(C=CC1)NCCC(=O)O